NC1=C(C=C(C=C1)C(C)=O)C#N 1-(4-amino-3-cyanophenyl)-1-ethanone